(4-((6,7-bis(2-methoxyethoxy)quinazolin-4-yl)amino)phenoxy)benzonitrile COCCOC=1C=C2C(=NC=NC2=CC1OCCOC)NC1=CC=C(OC2=C(C#N)C=CC=C2)C=C1